Tert-butyl (E)-3-((2-((4-methoxyphenyl)sulfonyl)hydrazineylidene)methyl)azetidine-1-carboxylate COC1=CC=C(C=C1)S(=O)(=O)N\N=C\C1CN(C1)C(=O)OC(C)(C)C